N-[3-(p-tolylsulfonyloxy)phenyl]-N'-[3-(p-ethylphenylsulfonyloxy)phenyl]urea C1(=CC=C(C=C1)S(=O)(=O)OC=1C=C(C=CC1)NC(=O)NC1=CC(=CC=C1)OS(=O)(=O)C1=CC=C(C=C1)CC)C